ClC=1C=CC=2N(C1)N=C(N2)C2=CC=C(C=C2)Cl 6-chloro-2-(4-chlorophenyl)-[1,2,4]triazolo[1,5-a]pyridine